ClC1=NC2=C(C=CC=C2C=C1CN1N=NC(=C1C)C(C)=O)C 2-chloro-8-methyl-3-((4-acetyl-5-methyl-1H-1,2,3-triazol-1-yl)methyl)quinoline